N-{(1R)-1-[3-(difluoromethyl)-2-fluorophenyl]ethyl}-6-methoxy-2-methylpyrido[3,4-d]pyrimidin-4-amine FC(C=1C(=C(C=CC1)[C@@H](C)NC=1C2=C(N=C(N1)C)C=NC(=C2)OC)F)F